C[Si](C(F)(F)F)(C)C trimethyl(trifluoromethyl)silan